1-(2,2-dimethyl-4-(8-((3-methyl-4-((1-methyl-1H-benzo[d][1,2,3]triazol-5-yl)oxy)phenyl)amino)pyrimido[5,4-d]pyrimidin-2-yl)piperazin-1-yl)prop-2-en-1-one CC1(N(CCN(C1)C=1N=CC2=C(N1)C(=NC=N2)NC2=CC(=C(C=C2)OC2=CC1=C(N(N=N1)C)C=C2)C)C(C=C)=O)C